C(C)OC(=O)N(C(=S)N)CCCC N-ethoxycarbonyl-N-butylthiourea